2-[5-(1-bromoethyl)-3-methoxy-1,2,4-triazol-1-yl]pyrimidine BrC(C)C1=NC(=NN1C1=NC=CC=N1)OC